4-bromo-1-(4-(3,4-dichlorophenyl)-5-(isopropylthio)thiazol-2-yl)-3-methyl-1H-pyrazole-5-carboxylic acid BrC=1C(=NN(C1C(=O)O)C=1SC(=C(N1)C1=CC(=C(C=C1)Cl)Cl)SC(C)C)C